(S)-9-bromo-7-methyl-1,2,4a,5,6,7-hexahydrobenzo[b]pyrazino[1,2-d][1,4]diazepine-3(4H)-carboxylic acid tert-butyl ester C(C)(C)(C)OC(=O)N1C[C@H]2N(C3=C(N(CC2)C)C=C(C=C3)Br)CC1